CC1=NC(=NO1)CC(=O)O (5-methyl-1,2,4-oxadiazol-3-yl)acetic acid